C(C)(C)(C)OC(=O)N(C(OC(C)(C)C)=O)CCCCCCC(CN1CCC(CC1)C1=CC=C(C=C1)NC1C(NC(CC1)=O)=O)=O tert-butyl N-tert-butoxycarbonyl-N-[8-[4-[4-[(2,6-dioxo-3-piperidyl)amino]phenyl]-1-piperidyl]-7-oxo-octyl]carbamate